F[C@@H]1C[C@H](N2N=C(N=C21)C(=O)N[C@H]2COC1=C(N(C2=O)C)C=CC=C1)C1=CC=CC=C1 (5S,7R)-7-fluoro-5-phenyl-N-[(3S)-5-methyl-4-oxo-2,3-dihydro-1,5-benzoxazepine-3-yl]-6,7-dihydro-5H-pyrrolo[1,2-b][1,2,4]Triazole-2-carboxamide